FC1([C@]2(C1)CC=1N(N=C(C1C1=C3C(=NC(=C1F)C)NN=C3)C3=NC=C(C=C3)F)C2)F (S)-1',1'-Difluoro-3-(5-fluoro-6-methyl-1H-pyrazolo[3,4-b]pyridin-4-yl)-2-(5-fluoro-2-pyridyl)spiro[4,6-dihydropyrrolo[1,2-b]pyrazole-5,2'-cyclopropane]